2-(3-ethoxy-4-ethylsulfanyl-5-methoxyphenyl)ethylamine C(C)OC=1C=C(C=C(C1SCC)OC)CCN